C(CCC)[Si](C)(C)C(C(=O)O)Cl.C1(=CC(=CC(=C1)C(=O)Cl)C(=O)Cl)C(=O)Cl 1,3,5-benzenetricarbonyl Trichloride butyldimethylsilyl-chloroacetate